NC=1C2=C(N=CN1)C(=NC(=C2)N(C)C2CC2)C=2C(=C(C=CC2C)O)C (S)-3-(4-amino-6-(cyclopropyl(methyl)amino)pyrido[3,4-d]pyrimidin-8-yl)-2,4-dimethylphenol